C(C1=CC=CC=C1)OC(=O)N1CCC2(CC1)CN(C1=CC=C(C=C12)F)S(=O)(=O)C1CC1 1-(Cyclopropylsulfonyl)-5-fluorospiro[indoline-3,4'-piperidine]-1'-carboxylic acid benzyl ester